5H-pyrrolo[2,3-b]Pyrazine-2-carboxamide N1=C2C(=NC=C1C(=O)N)NC=C2